C(CCCCC)C1(C=C(CNC(CCCC(=O)O)=O)C=CC1(CCCCCC)CCCCCC)CCCCCC 5-(3,4,3',4'-tetrahexylbenzylamino)-5-oxopentanoic acid